N1C[C@@H](CC1)N1C[C@@H]2[C@H](C1)COC2 (3aR,6aS)-5-((R)-Pyrrolidin-3-yl)hexahydro-1H-furo[3,4-c]pyrrole